2-((3aR,6aS)-5-(2-fluoropyridin-3-yl)-5-hydroxyhexa-hydrocyclopenta[c]pyrrol-2(1H)-yl)-1-(5-hydroxypyridin-2-yl)ethanone FC1=NC=CC=C1C1(C[C@@H]2[C@@H](CN(C2)CC(=O)C2=NC=C(C=C2)O)C1)O